ClC1=CC(=C2CCC(NC2=N1)C)OC 7-chloro-5-methoxy-2-methyl-1,2,3,4-tetrahydro-1,8-naphthyridine